1-(2-(cyclopropylmethyl)thiazolo[5,4-b]pyridin-5-yl)ethan-1-one C1(CC1)CC=1SC2=NC(=CC=C2N1)C(C)=O